(R)-(1'-(5-(2,3-dichlorophenyl)-4-cyano-6-methylpyrimidin-2-yl)-5,6-dihydro-spiro[cyclopenta[b]pyridin-7,4'-piperidin]-6-yl)carbamic acid tert-butyl ester C(C)(C)(C)OC(N[C@@H]1CC=2C(=NC=CC2)C12CCN(CC2)C2=NC(=C(C(=N2)C#N)C2=C(C(=CC=C2)Cl)Cl)C)=O